Cl.BrC=1C=C2C(=NN(C(C2=CC1)=O)CC(=O)N[C@H]1CNCCC1)C(C)C (R)-2-(6-bromo-4-isopropyl-1-oxophthalazin-2(1H)-yl)-N-(piperidin-3-yl)acetamide HCl salt